(S)-3-benzyl-1-(1-((3,5-di-tert-butylbenzyl)amino)-1-oxo-4-phenylbutan-2-yl)-1H-imidazol-3-ium chloride [Cl-].C(C1=CC=CC=C1)[N+]1=CN(C=C1)[C@H](C(=O)NCC1=CC(=CC(=C1)C(C)(C)C)C(C)(C)C)CCC1=CC=CC=C1